C(C)(C)(C)OC(=O)N([C@@H](CC/C=C/C(=O)OC)C(=O)OC(C)(C)C)C(=O)OC(C)(C)C (S,E)-7-tert-Butyl 1-methyl 6-(bis(tert-butoxycarbonyl)amino)hept-2-enedioate